ClCCN1CCN(CC1)C=1C=C2CN(C(C2=CC1)=O)C1C(NC(CC1)=O)=O 3-(5-(4-(2-chloroethyl)piperazin-1-yl)-1-oxoisoindolin-2-yl)piperidine-2,6-dione